OC(C(=O)SCCNC(CCNC([C@@H](C(COP(OP(OC[C@@H]1[C@H]([C@H]([C@@H](O1)N1C=NC=2C(N)=NC=NC12)O)OP(=O)(O)O)(=O)O)(=O)O)(C)C)O)=O)=O)=CC1=CC=CC=C1 Hydroxycinnamoyl-Coenzyme A